FC(CC1=CC2=C(S1)[C@@]1(C[C@@H](N(CC1)CC1CCC1)C)OCC2)F 3-[[(2'S,7r)-2-(2,2-difluoroethyl)-2'-methyl-spiro[4,5-dihydrothieno[2,3-c]pyran-7,4'-piperidin]-1'-yl]methyl]cyclobutane